glycidoxypropyl-methyldiethoxysilane C(C1CO1)OCCC[Si](OCC)(OCC)C